3-[(E)-3-[4-(2-Carboxy-2-prop-2-enoxyethoxy)phenyl]-3-oxoprop-1-enyl]benzoic acid C(=O)(O)C(COC1=CC=C(C=C1)C(/C=C/C=1C=C(C(=O)O)C=CC1)=O)OCC=C